3-(5-cyano-4-(cyclopentylamino)pyridin-2-yl)-1-(6-formyl-5-((4-methyl-2-oxopiperazin-1-yl)methyl)pyridin-2-yl)-1-methylurea C(#N)C=1C(=CC(=NC1)NC(N(C)C1=NC(=C(C=C1)CN1C(CN(CC1)C)=O)C=O)=O)NC1CCCC1